C1(CCC1)N1C[C@@H](CCC1)NC=1N=NC(=C2C1C=NC=C2)C2=C(C=C(C=C2)C(F)(F)F)O (R)-2-(4-((1-Cyclobutylpiperidin-3-yl)amino)pyrido[3,4-d]pyridazin-1-yl)-5-(trifluoromethyl)phenol